ClC1=C(OC=2C=C3C(=NN(C3=CC2)COCC[Si](C)(C)C)OC)C(=CC(=C1)[N+](=O)[O-])Cl 5-(2,6-dichloro-4-nitrophenoxy)-3-methoxy-1-((2-(trimethylsilyl)ethoxy)methyl)-1H-indazole